4-((2-(BROMOMETHYL)-4-PHENYLPYRROLIDIN-1-YL)SULFONYL)MORPHOLINE BrCC1N(CC(C1)C1=CC=CC=C1)S(=O)(=O)N1CCOCC1